C=1(C(=C(C(=CC1)C(=O)O)C(=O)O)C(=O)O)C(=O)O benzenetetra-formic acid